C(CCCCCCCCCCCCCCCC)(=O)OC[C@@H](OC(CCCCCCCCCCCCCCCC)=O)COP(=O)(O)OCC[N+](C)(C)C 1,2-bis-heptadecanoyl-sn-glycero-3-phosphorylcholine